4-cyano-N-(4-(1,1,1,3,3,3-hexafluoro-2-hydroxypropan-2-yl)phenyl)benzamide C(#N)C1=CC=C(C(=O)NC2=CC=C(C=C2)C(C(F)(F)F)(C(F)(F)F)O)C=C1